C(#N)C=1C=C2C(=NC1)N(N=C2)C2=NC=C(C(=O)NC[C@H](C(C)(C)O)F)C(=C2)N[C@H]2C[C@H](CCC2)C(C)(C)O 6-(5-cyano-1H-pyrazolo[3,4-b]pyridin-1-yl)-N-((R)-2-fluoro-3-hydroxy-3-methylbutyl)-4-(((1R,3S)-3-(2-hydroxypropan-2-yl)cyclohexyl)amino)nicotinamide